2-Amino-6-(3-hydroxypropyl)-7-oxo-6-phenyl-4,5,6,7-tetrahydrobenzo[b]thiophene-3-carboxylic acid NC1=C(C2=C(S1)C(C(CC2)(C2=CC=CC=C2)CCCO)=O)C(=O)O